(4-morpholinophenoxy)-1H-1,2,3-triazole-4-carboxylic acid O1CCN(CC1)C1=CC=C(ON2N=NC(=C2)C(=O)O)C=C1